N1C=CC=2C1=NC=C(C2)CN2CCC1(CCOCC1)CC2 9-((1H-Pyrrolo[2,3-b]pyridin-5-yl)methyl)-3-oxa-9-azaspiro[5.5]undecane